O=C1NC(CCC1N1C(C2=CC=C(C=C2C1=O)N1[C@@H]2CN([C@H](C1)C2)CC2CCNCC2)=O)=O 2-(2,6-dioxopiperidin-3-yl)-5-((1S,4S)-5-(piperidin-4-ylmethyl)-2,5-diazabicyclo[2.2.1]heptan-2-yl)isoindoline-1,3-dione